5-methoxy-2-methyl-4H-benzo[d][1,3]oxazin-4-one COC1=CC=CC=2N=C(OC(C21)=O)C